ClC=1C=C(C=CC1Cl)C(N1CCC(CC1)O)C1CNC1 1-((3,4-dichlorophenyl)(azetidin-3-yl)methyl)piperidin-4-ol